propyl 2,2-dimethylpropionate hydrochloride Cl.CC(C(=O)OCCC)(C)C